2-bromo-1-morpholin-4-yl-butane-1,3-dione BrC(C(=O)N1CCOCC1)C(C)=O